C1(CC1)C=1N=CN(C1)C1=CC(=NC=C1N1[C@H](COCC1)C)C(=O)[O-].[Li+] Lithium (S)-4-(4-cyclopropyl-1H-imidazol-1-yl)-5-(3-methylmorpholino)picolinate